n-methyl-4-(2-((3-(4-methylpiperazin-1-yl)phenyl)amino)quinazolin-8-yl)benzenesulfonamide CNS(=O)(=O)C1=CC=C(C=C1)C=1C=CC=C2C=NC(=NC12)NC1=CC(=CC=C1)N1CCN(CC1)C